1-phenyl-2-(phenylamino)ethanone C1(=CC=CC=C1)C(CNC1=CC=CC=C1)=O